ON=C(C=1SC=CC1C)Cl N-hydroxy-3-methylthiophene-2-carbonimidoyl chloride